1-(7-(6-((1-(dimethylamino)propan-2-yl)oxy)pyridin-3-yl)quinoxalin-2-yl)-3-isopropyl-1-methylurea CN(CC(C)OC1=CC=C(C=N1)C1=CC=C2N=CC(=NC2=C1)N(C(=O)NC(C)C)C)C